C(C)OC(C(C(CCC)CC)CC)=O ethyl-3-ethylhexanoic acid ethyl ester